N1(N=NN=C1)C[C@H](C)OC1=C(C#N)C=CC(=C1)C=1C=NC(=NC1)NC=1C(=NN(C1)C1CCC(CC1)N1CCOCC1)OCCOCC 2-(((S)-1-(1H-tetrazol-1-yl)propan-2-yl)oxy)-4-(2-((3-(2-ethoxyethoxy)-1-((1r,4r)-4-morpholinocyclohexyl)-1H-pyrazol-4-yl)amino)pyrimidin-5-yl)benzonitrile